1,2-dimethoxy-N-methyl-[1,3]benzodioxolo[5,6-c]phenanthridinium chloride [Cl-].COC1=C2C=[N+](C=3C4=C(C=CC3C2=CC=C1OC)C=C1C(OCO1)=C4)C